N-(3-chloro-5-(methylsulfonamido)phenyl)-1-methyl-5-(5-(1-(2,2,2-trifluoroethyl)piperidin-4-yl)pyridin-2-yl)-1H-pyrrole-3-carboxamide ClC=1C=C(C=C(C1)NS(=O)(=O)C)NC(=O)C1=CN(C(=C1)C1=NC=C(C=C1)C1CCN(CC1)CC(F)(F)F)C